phosphoric acid-tris(2,3-dichloropropyl) ester ClC(COP(OCC(CCl)Cl)(OCC(CCl)Cl)=O)CCl